4,5,6,7-tetrafluoro-benzotriazole FC1=C(C(=C(C=2NN=NC21)F)F)F